dibutyltin bis(isooctyl thioglycolate) C(CCCCC(C)C)C(C(=O)[O-])S.C(CCCCC(C)C)C(C(=O)[O-])S.C(CCC)[Sn+2]CCCC